2-(4-methoxy-5-methyl-1H-indol-3-yl)-N,N-dimethylethan-1-amine COC1=C2C(=CNC2=CC=C1C)CCN(C)C